N-((3,3-dimethylindolin-5-yl)methyl)-1-(5-(5-fluoro-2-methoxypyridin-4-yl)-1H-pyrazole-3-carbonyl)piperidine-4-carboxamide CC1(CNC2=CC=C(C=C12)CNC(=O)C1CCN(CC1)C(=O)C1=NNC(=C1)C1=CC(=NC=C1F)OC)C